FC(C(=O)O)(F)F.C(#N)C=1C=NN2C1C(=CC(=C2)OCCCO)C=2C=CC(=NC2)N2CCN(CC2)C(=O)NCC(C)C 4-(5-(3-cyano-6-(3-hydroxypropoxy)pyrazolo[1,5-a]pyridin-4-yl)pyridin-2-yl)-N-isobutylpiperazine-1-carboxamide 2,2,2-trifluoroacetate